oleamidopropylamine oxide C(CCCCCCC\C=C/CCCCCCCC)(=O)NCCC[NH2]=O